CC1=CC(=CC1)CCC 1-methyl-3-n-propylcyclopent-1,3-diene